3-(4-chlorophenyl)-8-((2-chloropyrimidin-5-yl)methyl)pyrido[2,3-d]pyrimidine-2,4(3H,8H)-dione ClC1=CC=C(C=C1)N1C(N=C2C(C1=O)=CC=CN2CC=2C=NC(=NC2)Cl)=O